ClC1=CC(=C(COC2=CC=CC=N2)C(=C1)F)F 6-((4-chloro-2,6-difluorobenzyl)oxy)pyridin